S=C1NC2(CCC2)C(C1)NC(OC(C)(C)C)=O tert-butyl (6-thioxo-5-azaspiro[3.4]octan-8-yl)carbamate